ClC=1C(=NC(=NC1)NC1=C(C=C(C(=C1)C)N1CCC(CC1)NC)OC(C)C)NC1=C(C=CC=C1)S(=O)(=O)C(C)C 5-chloro-N2-(2-isopropoxy-5-methyl-4-(4-(methylamino)piperidin-1-yl)phenyl)-N4-(2-(Isopropylsulfonyl)phenyl)pyrimidine-2,4-diamine